CC(C(=O)OCOC1=CC(=CC(=C1C1C(CCC(=C1)C)C(=C)C)OCOC(C(C)(C)C)=O)C(C)(CCCCCC)C)(C)C ((5'-methyl-4-(2-methyloctan-2-yl)-2'-(prop-1-en-2-yl)-1',2',3',4'-tetrahydro-[1,1'-biphenyl]-2,6-diyl)bis(oxy))bis(methylene) bis(2,2-dimethylpropanoate)